(S)-4-(4-(6-chloro-2-((5-chloro-1-cyclopropyl-1H-pyrazol-4-yl)amino)quinazolin-7-yl)-2-methylpiperazin-1-yl)tetrahydrofuran-3-ol ClC=1C=C2C=NC(=NC2=CC1N1CC(N(CC1)C1[C@@H](COC1)O)C)NC=1C=NN(C1Cl)C1CC1